[NH+]1=CC=C(C=C1)C(=O)N pyridin-1-ium-4-carboxamide